5-(2-Fluoropyridin-3-yl)-N-(pyridine-4-yl)-1-(tetrahydro-2H-pyran-2-yl)-1H-indole-3-carboxamide FC1=NC=CC=C1C=1C=C2C(=CN(C2=CC1)C1OCCCC1)C(=O)NC1=CC=NC=C1